COC=1C=C(C=CC1OC)[C@@]12CCN([C@H]2C=C(CC1)OC(C(C1=CC=CC=C1)C1=CC=CC=C1)=O)C [(3aS,7aS)-3a-(3,4-dimethoxyphenyl)-1-methyl-3,4,5,7a-tetrahydro-2H-indol-6-yl]2,2-diphenylacetate